COC1=CC(=C(C=C1)CN(C(NCC1=CC=C(C=C1)OCC(C)C)=O)C1CCN(CC1)C)C(F)(F)F 3-{[4-methoxy-2-(trifluoromethyl)phenyl]methyl}-3-(1-methylpiperidin-4-yl)-1-{[4-(2-methylpropyloxy)phenyl]methyl}urea